2,3-dichloro-N-[4-(4-tert-butylpyrazol-1-yl)-2,6-difluoro-phenyl]-benzenesulfonamide ClC1=C(C=CC=C1Cl)S(=O)(=O)NC1=C(C=C(C=C1F)N1N=CC(=C1)C(C)(C)C)F